methylglyoxal bis-(cyclopentylamidinohydrazone) C1(CCCC1)NC(=N)NN=C(C=NNC(NC1CCCC1)=N)C